COC(C(=O)C1=CC=CC=C1)(C1=CC=CC=C1)OC dimethoxy-α-phenylacetophenone